C(OC1=C2C=CNC2=CC=C1)([2H])([2H])[2H] 4-(methoxy-d3)-1H-indole